E-2-chloro-1,1,4,4,4-pentafluorobutene ClC(=C(F)F)CC(F)(F)F